CC1([C@H](O1)CC\C(=C/CC=1C(=C2C(C=C(OC2=CC1OCOC)C1=CC=CC=C1)=O)O)\C)C (R,Z)-6-(5-(3,3-dimethyloxiran-2-yl)-3-methylpent-2-en-1-yl)-5-hydroxy-7-(methoxymethoxy)-2-phenyl-4H-chromen-4-one